ClCC=1N=C(OC1)\C=C\C1=CC(=C(C=C1)F)F (E)-4-(chloromethyl)-2-(3,4-difluorostyryl)oxazole